N-Succinyl-Phenylglycine C(CCC(=O)O)(=O)NC(C1=CC=CC=C1)C(=O)O